BrC1=C2C=NN(C2=CC(=C1)CN(C)C)C1OCCCC1 1-(4-bromo-1-(tetrahydro-2H-pyran-2-yl)-1H-indazol-6-yl)-N,N-dimethylmethylamine